tert-butyl 3-(3-((2-(4-carbamoyl-3,5-dimethyl-1H-pyrazol-1-yl)-5-fluoropyridin-4-yl)oxy)azetidine-1-carbonyl)-4-(3,5-difluorophenyl)-4,5-dihydro-1H-pyrazole-1-carboxylate C(N)(=O)C=1C(=NN(C1C)C1=NC=C(C(=C1)OC1CN(C1)C(=O)C1=NN(CC1C1=CC(=CC(=C1)F)F)C(=O)OC(C)(C)C)F)C